C(C)N1C(C2=CC=C(C=C2C1(C)C)NC1=NC=C(C(=N1)N[C@H](CO)C1=CC=CC=C1)C=1OC=NN1)=O (S)-2-ethyl-5-((4-((2-hydroxy-1-phenylethyl)amino)-5-(1,3,4-oxadiazol-2-yl)pyrimidin-2-yl)amino)-3,3-dimethylisoindolin-1-one